COC=1C=C(C=C(C1)C=C)C1=NC=NN1C 5-(3-methoxy-5-vinylphenyl)-1-methyl-1H-1,2,4-triazole